5-amino-N-{2-[3-amino-4-(propan-2-yloxy)pyrrolidin-1-yl]-5,6,7,8-tetrahydroquinolin-6-yl}-2-methylthieno[2,3-d]pyrimidine-6-carboxamide NC1=C(SC=2N=C(N=CC21)C)C(=O)NC2CC=1C=CC(=NC1CC2)N2CC(C(C2)OC(C)C)N